CC1=NC(=CC=C1C=1C(=C(C(=C(C1N1C2=CC=CC=C2C=2C=CC=CC12)N1C2=CC=CC=C2C=2C=CC=CC12)C1=NC(=CC=C1)C1=CC=CC=C1)N1C2=CC=CC=C2C=2C=CC=CC12)N1C2=CC=CC=C2C=2C=CC=CC12)C 9,9',9'',9'''-(3-(2,6-dimethylpyridin-3-yl)-6-(6-phenylpyridin-2-yl)benzene-1,2,4,5-tetrayl)tetrakis(9H-carbazole)